1-(6-methoxy-2-(2-(methoxymethyl)-7-methylquinoxalin-5-yl)-5-methylbenzo[d]Thiazol-4-yl)ethanol Methyl-3-amino-2-oxo-[1,2'-bipyridine]-5'-carboxylate CC1=C(C(N(C=C1)C1=NC=C(C=C1)C(=O)OC(C)C1=C(C(=CC2=C1N=C(S2)C2=C1N=CC(=NC1=CC(=C2)C)COC)OC)C)=O)N